BrC1=C(C=NC=C1)Cl 4-bromo-3-chloropyridine